N-((1r,4r)-4-((8-cyanoquinolin-5-yl)oxy)cyclohexyl)-5-(4-formylpiperidin-1-yl)picolinamide C(#N)C=1C=CC(=C2C=CC=NC12)OC1CCC(CC1)NC(C1=NC=C(C=C1)N1CCC(CC1)C=O)=O